CN1N=NC(=C1NC(O[C@H](C)C=1C(=NC=C(C1)F)Cl)=O)C1=NC=C(C=C1)NS(NC)(=O)=O (R)-1-(2-chloro-5-fluoropyridin-3-yl)ethyl (1-methyl-4-(5-((N-methylsulfamoyl)amino)pyridin-2-yl)-1H-1,2,3-triazol-5-yl)carbamate